6-methyl-7-(piperidin-1-yl)pyrrolo[1,2-b]pyridazine-3-carboxamide CC=1C=C2N(N=CC(=C2)C(=O)N)C1N1CCCCC1